S(=O)(O)OS(=O)O.C(=O)C=O glyoxal disulfite